Cl.BrC=1C(=C(C=CC1)C=1OC2=C(N1)C=C(C=C2C#N)CN2CC(CC2)C(=O)O)C ((2-(3-bromo-2-methylphenyl)-7-cyanobenzo[d]oxazol-5-yl)methyl)pyrrolidine-3-carboxylic acid hydrochloride